(S)-2-bromo-8-(2,4-dimethoxybenzyl)-4,4-difluoro-6-(hydroxymethyl)-4,5,7,8-tetrahydro-3-oxa-1-thia-5a,8-diazabenzo[cd]azulen-9(6H)-one BrC=1SC=2C(N(C[C@H](N3C2C1OC(C3)(F)F)CO)CC3=C(C=C(C=C3)OC)OC)=O